CC(CCC1=C(C=C(C=C1O)O)CCC1=CC=C(C=C1)O)C 2-(3-methyl-butyl)-3,5,4'-trihydroxy-bibenzyl